2-(1-adamantyl)-N-(2-benzyl-1H-benzoimidazol-5-yl)acetamide C12(CC3CC(CC(C1)C3)C2)CC(=O)NC2=CC3=C(NC(=N3)CC3=CC=CC=C3)C=C2